C(C)(=O)C1=CN(C2=C(C=C(C=C12)C=1C=NC(=NC1)CO)C)CC(=O)N1[C@@H]2C[C@@]2(C[C@H]1C(=O)NC1=NC(=C(C=C1C)F)Br)C (1R,3S,5R)-2-(2-(3-acetyl-5-(2-(hydroxymethyl)pyrimidin-5-yl)-7-methyl-1H-indol-1-yl)acetyl)-N-(6-bromo-5-fluoro-3-methylpyridin-2-yl)-5-methyl-2-azabicyclo[3.1.0]hexane-3-carboxamide